C1(CC1)C1=CC(=C(C(=O)N2CCC(CC2)C2=C(C#N)C=CC=C2)C=C1C1=NN=C(N1)CCOC)C (1-(4-cyclopropyl-5-(5-(2-methoxyethyl)-4H-1,2,4-triazol-3-yl)-2-methylbenzoyl)piperidin-4-yl)benzonitrile